BrC1=CN(C=2N=CN=C(C21)NCC2=NC(=NC=C2)N2C[C@H](N[C@H](C2)C)C)S(=O)(=O)C2=CC=C(C)C=C2 5-bromo-N-((2-((3R,5S)-3,5-dimethylpiperazin-1-yl)pyrimidin-4-yl)methyl)-7-tosyl-7H-pyrrolo[2,3-d]pyrimidin-4-amine